C(C)(=O)O[SiH](COCC1CO1)OC(C)=O Diacetyloxy(2,3-epoxypropoxy)methylsilan